(S)-3-(4-(6-chloro-4-oxo-3,4-dihydro-7H-pyrrolo[2,3-d]pyrimidin-7-yl)-2-methylphenyl)morpholine-4-carboxylic acid tert-butyl ester C(C)(C)(C)OC(=O)N1[C@H](COCC1)C1=C(C=C(C=C1)N1C(=CC2=C1N=CNC2=O)Cl)C